CN1C(=NN=C1C)C1=CC(=C(C=C1)NC=1N=CC2=C(N1)C(=NC(=C2)C)N2CC(C2)(C)OC)OC N-(4-(4,5-dimethyl-4H-1,2,4-triazol-3-yl)-2-methoxyphenyl)-8-(3-methoxy-3-methylazetidin-1-yl)-6-methylpyrido[3,4-d]pyrimidin-2-amine